C(C)(C)(C)C=1C=C(C=CC1F)[C@H](C)NC(=O)C1=CC=C2C(=C(N(C2=C1)CC(C)C)C)CC=1C=C(OC(C(=O)OC)(C)C)C=CC1 methyl (S)-2-(3-((6-((1-(3-(tert-butyl)-4-fluorophenyl)ethyl)carbamoyl)-1-isobutyl-2-methyl-1H-indol-3-yl)methyl)phenoxy)-2-methylpropanoate